C(C)(C)(C)OC(NC12CC(C1)(C2)N2C(=NC(=C2)I)C(C)C)=O (3-(4-iodo-2-isopropyl-1H-imidazol-1-yl)bicyclo[1.1.1]pentan-1-yl)carbamic acid tert-butyl ester